5-methoxy-2-((2-methoxy-3,6-dimethylbenzyl)sulfinyl)-1H-benzo[d]imidazole COC1=CC2=C(NC(=N2)S(=O)CC2=C(C(=CC=C2C)C)OC)C=C1